ClC=1C=C2C(=C(C=NC2=CC1)S(=O)(=O)N1CCOCC1)SC1=C(C(=O)O)C=CC=C1 2-[(6-chloro-3-morpholinosulfonyl-4-quinolyl)sulfanyl]benzoic acid